triiodophloroglucinol Ethyl-(Z)-3-amino-2-ethyl-but-2-enoate C(C)C/C(=C(/C(=O)OC1=C(C(O)=C(C(O)=C1I)I)I)\CC)/N